4-[6-(1-Cyclopropylpyrazol-4-yl)pyrazolo[1,5-a]pyrimidin-3-yl]benzonitrile C1(CC1)N1N=CC(=C1)C=1C=NC=2N(C1)N=CC2C2=CC=C(C#N)C=C2